rac-(1R,2R,6S)-2-((2-fluoro-4-(trifluoromethyl)phenyl)carbamoyl)-6-(2-methoxy-4-(trifluoromethyl)phenyl)cyclohexane-1-carboxylic acid FC1=C(C=CC(=C1)C(F)(F)F)NC(=O)[C@H]1[C@@H]([C@H](CCC1)C1=C(C=C(C=C1)C(F)(F)F)OC)C(=O)O |r|